[K].S(=O)(=O)=NC1=C(C(=O)N)C=CC=C1 Sulfonylaminobenzamide potassium